NC1=C(C(=NN1C(C([2H])([2H])[2H])(C([2H])([2H])[2H])[2H])C1=CC=C(C=C1)C(C(=O)NC1=CC(=NO1)CC(C)(C)C)C)C#N 2-[4-[5-Amino-4-cyano-1-[1,2,2,2-tetradeuterio-1-(trideuteriomethyl)ethyl]pyrazol-3-yl]phenyl]-N-[3-(2,2-dimethylpropyl)isoxazol-5-yl]propanamide